O=C1NCC2=CC=CC=C12 1-oxo-2,3-dihydro-isoindol